(S)-1-(4-Methyl-2-(2-(1-(2,2,2-trifluoroacetyl)-1H-indol-3-yl)ethyl)oxazol-5-yl)pyrrolidine-2-carbonitrile CC=1N=C(OC1N1[C@@H](CCC1)C#N)CCC1=CN(C2=CC=CC=C12)C(C(F)(F)F)=O